6-((4-((2-Methyl-4-phenylthiazol-5-yl)oxy)pyridin-2-yl)amino)pyridinecarboxamide CC=1SC(=C(N1)C1=CC=CC=C1)OC1=CC(=NC=C1)NC1=CC=CC(=N1)C(=O)N